ClC=1C2=C(N=C(N1)CC)C(=CS2)C 4-chloro-2-ethyl-7-methylthieno[3,2-d]pyrimidine